CC(C)(CC(CC(C)(C)C)(C)C)S 2,4,4,6,6-pentamethyl-2-heptanethiol